C(CCC)N(CCO)CCO N-butyldiethanolamin